2-((3R,4R)-3-hydroxy-1-(5-(trifluoromethyl)pyrimidin-2-yl)piperidin-4-yl)-N-((S)-2-((6-oxo-5-(trifluoromethyl)-1,6-dihydropyridazin-4-yl)amino)propoxy)acetamide O[C@H]1CN(CC[C@@H]1CC(=O)NOC[C@H](C)NC=1C=NNC(C1C(F)(F)F)=O)C1=NC=C(C=N1)C(F)(F)F